C1(CC1)C=1C(=NC=C(C1)C)OCC(C(=O)NC1CCN(CC1)C)(C)C 3-((3-cyclopropyl-5-methylpyridin-2-yl)oxy)-2,2-dimethyl-N-(1-methylpiperidin-4-yl)propanamide